tert-butyl 3-[5-chloro-6-[2-cyano-3-[[ethyl(methyl)sulfamoyl]amino]-6-fluoro-phenoxy]-4-oxo-quinazolin-3-yl]-1-oxa-8-azaspiro[4.5]decane-8-carboxylate ClC1=C2C(N(C=NC2=CC=C1OC1=C(C(=CC=C1F)NS(N(C)CC)(=O)=O)C#N)C1COC2(C1)CCN(CC2)C(=O)OC(C)(C)C)=O